ClC=1C=CC(=C(C1)CC(=O)NC1=CCN(C=C1)C(CCO)(C)C)O 4-[[2-(5-Chloro-2-hydroxyphenyl)acetyl]amino]-N-(3-hydroxy-1,1-dimethylpropyl)pyridin